1-bromoperylene-3,4,9,10-tetracarboxylic acid diimide BrC1=CC(=C2C(=CC=C3C4=CC=C(C=5C(=CC=C(C1=C23)C45)C(=O)O)C(=O)O)C(O)=N)C(O)=N